4-(2-(4-(1-(5-methoxy-2-(1-methyl-1H-pyrazol-4-yl)-4-nitrophenyl)piperidin-4-yl)piperazine-1-yl)-2-oxoethyl)piperidine-1-carboxylic acid tert-butyl ester C(C)(C)(C)OC(=O)N1CCC(CC1)CC(=O)N1CCN(CC1)C1CCN(CC1)C1=C(C=C(C(=C1)OC)[N+](=O)[O-])C=1C=NN(C1)C